tert-butyl ((1S,2R,4R)-4-(benzyloxy)-2-hydroxycyclopentyl)carbamate C(C1=CC=CC=C1)O[C@H]1C[C@H]([C@H](C1)NC(OC(C)(C)C)=O)O